1-((naphthalen-2-ylsulfonyl)methyl)-1H-benzo-[d][1,2,3]triazole C1=C(C=CC2=CC=CC=C12)S(=O)(=O)CN1N=NC2=C1C=CC=C2